{3-[4-(2-oxotetrahydrofuran-3-yl)thiazole-2-carbonyl]-1H-indol-1-yl} dibenzyl phosphate P(=O)(ON1C=C(C2=CC=CC=C12)C(=O)C=1SC=C(N1)C1C(OCC1)=O)(OCC1=CC=CC=C1)OCC1=CC=CC=C1